(4-methyl-1-(3-(pyrazolo[1,5-a]pyridin-5-ylthio)-1H-pyrazolo[3,4-b]pyrazin-6-yl)piperidin-4-yl)methanamine CC1(CCN(CC1)C1=CN=C2C(=N1)NN=C2SC2=CC=1N(C=C2)N=CC1)CN